4-(4-bromophenyl)-7,7-dimethyl-7,8-dihydro-4H-benzopyran-5-one BrC1=CC=C(C=C1)C1C=COC2=C1C(CC(C2)(C)C)=O